OC[C@@](C)(O)C=1SC(=CN1)[S@@](=O)(N)=NC(NC1=C2C(=NC3=C1CCC3)C(CC2)(C)C)=O (R,R)-2-(1,2-Dihydroxypropan-2-yl)-N'-((3,3-dimethyl-1,2,3,5,6,7-hexahydrodicyclopenta[b,e]pyridin-8-yl)carbamoyl)thiazole-5-sulfonimidamide